C(C1=CC=CC=C1)OCCN1C(=NC(=C1)C(F)(F)F)C1=CC=C(C=C1)CN (4-(1-(2-(benzyloxy)ethyl)-4-(trifluoromethyl)-1H-imidazol-2-yl)phenyl)methylamine